C1(CCCCCCCN1)=O octanolactam